OC1=CC=C(C=C1)C1(CC(C2=CC=C(C=C12)O)(C)C)C 3-(4-hydroxyphenyl)-1,1,3-trimethylindan-5-ol